ClC=1C(=NC=CC1C1=NC(=C(N=C1)CNC[C@@H]1NC(CC1)=O)OC)C=1C(=C(C=CC1)NC(C1=NC=C(C=C1)CNCCO)=O)C (R)-N-(3-(3-chloro-4-(6-methoxy-5-((((5-oxopyrrolidin-2-yl)methyl)amino)methyl)pyrazin-2-yl)pyridin-2-yl)-2-methylphenyl)-5-(((2-hydroxyethyl)amino)methyl)picolinamide